hydroxyethylbehenamide OCCC(C(=O)N)CCCCCCCCCCCCCCCCCCCC